8-bromo-6-chloro-2-cyclopropylimidazo[1,2-a]pyridine BrC=1C=2N(C=C(C1)Cl)C=C(N2)C2CC2